C1(=CC1)C[C@H](CC(=O)NO)C(=O)N1CC2(CC2)C[C@H]1C(C1=CC(=CC(=C1)C)C)=O (R)-3-(cyclopropenylmethyl)-4-((S)-6-(3,5-dimethylbenzoyl)-5-azaspiro[2.4]heptan-5-yl)-N-hydroxy-4-oxobutanamide